ethyl 2-((1r,4r)-4-((6-chloro-5-iodo-1-((2-(trimethylsilyl)ethoxy)methyl)-1H-imidazo[4,5-b]pyridin-2-yl)oxy)cyclohexyl)acetate ClC=1C=C2C(=NC1I)N=C(N2COCC[Si](C)(C)C)OC2CCC(CC2)CC(=O)OCC